ClC1=CC(=C2C(=CNC2=C1Cl)C=1C=NNC1)NCC(=O)N 2-[[6,7-dichloro-3-(1H-pyrazol-4-yl)-1H-indol-4-yl]amino]acetamide